C(#N)C1=C(C=CC(=C1)C(F)(F)F)N1CCC(CC1)(C(=O)NC1CN(C1)C)C=1C=NC(=CC1)C1=C(C=CC=C1)OC 1-[2-cyano-4-(trifluoromethyl)phenyl]-4-[6-(2-methoxyphenyl)pyridin-3-yl]-N-(1-methylazetidin-3-yl)piperidine-4-carboxamide